5-(5-(3,5-dichloro-4-fluorophenyl)-5-(trifluoromethyl)-4,5-dihydroisoxazol-3-yl)-N-(1-(trifluoromethyl)cyclopropyl)-5,6-dihydro-4H-thieno[2,3-c]pyrrole-2-carboxamide ClC=1C=C(C=C(C1F)Cl)C1(CC(=NO1)N1CC2=C(C1)C=C(S2)C(=O)NC2(CC2)C(F)(F)F)C(F)(F)F